N=1C(N=C2C1C=CC=N2)=[Se] azabenzimidazoleselon